indolo[1,2,3-lm]indolo[3',2',1':7,1]indolo[2,3-h]carbazole C1=C2C3=C(C=C1)C1=CC=CC=C1N3C=3C=C1C=4C=CC=C5C4N(C1=CC32)C3=CC=CC=C35